2-cyanoethyl-bis(dimethylaminopropyl)amine C(#N)CCN(CCCN(C)C)CCCN(C)C